BrC=1C=CC(=C(C1)C(CCCl)O)C#CC1CC1 1-(5-bromo-2-(cyclopropylethynyl)phenyl)-3-chloropropan-1-ol